CP(C(C)(C)C)C(C)(C)C (methyl)-bis(tert-butyl)-phosphine